[1,3]Dioxolen-5-ylmethylamine O1COC=C1CN